C(C1=CC=CC=C1)OC1=NC(=CC=C1N1C(N(C2=C1C=CC(=C2)C2=CC=C(C[C@H]1[C@@H](C1)C(=O)O)C=C2)C)=O)OCC2=CC=CC=C2 (1R,2S)-2-(4-(1-(2,6-bis(benzyloxy)pyridin-3-yl)-3-methyl-2-oxo-2,3-dihydro-1H-benzo[d]imidazol-5-yl)benzyl)cyclopropanecarboxylic acid